6-chloro-2-iodo-N-(2-methylallyl)Pyridin-3-amine ClC1=CC=C(C(=N1)I)NCC(=C)C